C(C(C)(C)C)(=O)OC1=CC=2C(=NC=CC2CN2C(N(C(C2(C)C)=O)C2=CC=C(C=C2)C2(CC2)C(F)(F)F)=O)N1 4-((5,5-dimethyl-2,4-dioxo-3-(4-(1-(trifluoromethyl)cyclopropyl)phenyl) imidazolidin-1-yl)methyl)-1H-pyrrolo[2,3-b]pyridin-2-yl pivalate